NCCCCC(C(COC1=C(C(=CC(=C1F)F)F)F)=O)NC(=O)C1CCCC1 N-[7-amino-2-oxo-1-(2,3,5,6-tetrafluorophenoxy)hept-3-yl]cyclopentanecarboxamide